2-(dimethylamino)-5-(trifluoromethyl)benzoic acid CN(C1=C(C(=O)O)C=C(C=C1)C(F)(F)F)C